CC1=C(N=NN1C1=CC(=C(C=C1)N1C[C@@H](N([C@@H](C1)C)C)C)[N+](=O)[O-])C(=O)OC1=C(C=NC=C1)C=1N=C(N2C1C=CC=C2)C2=C(C=CC=C2)O 3-(3-(2-hydroxyphenyl)imidazo[1,5-a]pyridin-1-yl)pyridin-4-ol Methyl-1-(3-nitro-4-((3S,5R)-3,4,5-trimethylpiperazin-1-yl)phenyl)-1H-1,2,3-triazole-4-carboxylate